ClC1=CC(=C(C=C1)C1=CC(=NC2=C1N=CN(C2=O)C)N2CC(OCC2)C=2C=NN(C2)C)F 8-(4-chloro-2-fluoro-phenyl)-3-methyl-6-[2-(1-methylpyrazol-4-yl)morpholino]pyrido[3,2-d]pyrimidin-4-one